FC1=C(C=CC=C1F)C1CCC2(OCCO2)CC1 8-(2,3-difluorophenyl)-1,4-dioxaspiro[4.5]decane